FC1=C(C=C(C(=C1)CN1N=C(N=N1)C1=NC=CC2=CC=CC=C12)F)C=1OC(=NN1)C(F)F 2-(2,5-Difluoro-4-((5-(isoquinolin-1-yl)-2H-tetrazol-2-yl)methyl)phenyl)-5-(difluoromethyl)-1,3,4-oxadiazole